C(C)N(C=NC1=C(C=C(C(=C1)F)C1(COC1)OCC1=CC=C(C=C1)F)C)C N-ethyl-N'-(5-fluoro-4-(3-((4-fluorobenzyl)oxy)oxetan-3-yl)-2-methylphenyl)-N-methylformimidamide